COCCC(=O)N(CCCC)CCCC beta-methoxy-N,N-dibutylpropionamide